5-bromo-3-nitropyridine-2-carbaldehyde BrC=1C=C(C(=NC1)C=O)[N+](=O)[O-]